tert-butyl 4-(3-aminopropyl)piperazine-1-carboxylate NCCCN1CCN(CC1)C(=O)OC(C)(C)C